NC=1N=C(SC1C(C1=CC=C(C=C1)OC(F)F)=O)N(C1=CC(=C(C=C1)OC(F)(F)F)F)C(C(=O)N)C [N-[4-amino-5-[4-(difluoromethoxy)benzoyl]thiazol-2-yl]-3-fluoro-4-(trifluoromethoxy)anilino]propanamide